[4-(6-Bromo-imidazo[1,2-b]pyridazin-8-ylamino)-cyclohexyl]-carbamic acid tert-butyl ester C(C)(C)(C)OC(NC1CCC(CC1)NC=1C=2N(N=C(C1)Br)C=CN2)=O